N-(6-(4-((4-(2,6-dioxopiperidin-3-yl)-3-fluorobenzyl)(methyl)amino)piperidin-1-yl)-1-((1s,4s)-4-(hydroxymethyl)cyclohexyl)-1H-benzo[d]imidazol-2-yl)-3-(trifluoromethyl)benzamide O=C1NC(CCC1C1=C(C=C(CN(C2CCN(CC2)C=2C=CC3=C(N(C(=N3)NC(C3=CC(=CC=C3)C(F)(F)F)=O)C3CCC(CC3)CO)C2)C)C=C1)F)=O